2-Pentylheptyl ((((2R,3S,5R)-5-(6-amino-2-fluoro-9H-purin-9-yl)-2-ethynyl-3-hydroxytetrahydrofuran-2-yl)methoxy)(phenoxy)phosphoryl)-L-phenylalaninate NC1=C2N=CN(C2=NC(=N1)F)[C@H]1C[C@@H]([C@@](O1)(C#C)COP(=O)(OC1=CC=CC=C1)N[C@@H](CC1=CC=CC=C1)C(=O)OCC(CCCCC)CCCCC)O